4-(2,5-dimethylpyrrolidin-1-yl)aniline CC1N(C(CC1)C)C1=CC=C(N)C=C1